2-(1-benzhydryl-piperidin-4-yl)-5-fluoroisoindolin-1-one C(C1=CC=CC=C1)(C1=CC=CC=C1)N1CCC(CC1)N1C(C2=CC=C(C=C2C1)F)=O